4-methyl-6-(1H-pyrazol-1-yl)pyridine-3-carbonitrile CC1=C(C=NC(=C1)N1N=CC=C1)C#N